1,2,4-triazole-5-carboxylic acid N1N=CN=C1C(=O)O